C(C)(=O)N1C[C@H](CC1)OC1=CC2=C(C(N(CCN2C)C[C@@H](CN2CC3=CC=CC=C3CC2)O)=O)C=C1 8-[(3S)-1-acetylpyrrolidin-3-yl]oxy-4-[(2R)-3-(3,4-dihydro-1H-isoquinolin-2-yl)-2-hydroxy-propyl]-1-methyl-2,3-dihydro-1,4-benzodiazepin-5-one